NC=1N(C=2C3=C(C=CC2C1C(=O)N)N(C=N3)C)C3=C(C(=CC=C3C)O)C 7-amino-8-(3-hydroxy-2,6-dimethylphenyl)-3-methylimidazo[4,5-g]indole-6-carboxamide